(R)-6-bromo-N-(1-(2-methyl-3-(trifluoromethyl)phenyl)ethyl)pyrido[3,4-d]pyrimidin-4-amine BrC1=CC2=C(N=CN=C2N[C@H](C)C2=C(C(=CC=C2)C(F)(F)F)C)C=N1